1,6-dioxaspiro[4.4]nonane O1CCCC12OCCC2